ClC1=C(CN2C/C(/C(CC2)N=O)=C/C(=O)O)C=CC=C1 (Z)-2-(1-(2-chlorobenzyl)-4-(nitroso)piperidin-3-ylidene)acetic acid